N[C@H](CC1=C(C2=NC(=CC(=C2S1)NCC=1OC=CC1)Cl)Br)CCF 2-[(2S)-2-amino-4-fluorobutyl]-3-bromo-5-chloro-N-[(furan-2-yl)methyl]thieno[3,2-b]pyridin-7-amine